3-chloro-N-(8,9-difluoro-6-oxo-1,4,5,6-tetrahydro-2H-pyrano[3,4-c]isoquinolin-1-yl)-1-(difluoromethyl)-N-methyl-1H-indazole-6-carboxamide ClC1=NN(C2=CC(=CC=C12)C(=O)N(C)C1COCC=2NC(C=3C=C(C(=CC3C21)F)F)=O)C(F)F